CC1([C@@H]2CC=C([C@H]1C2)C(=O)O)C (1S,5R)-6,6-Dimethylbicyclo[3.1.1]hept-2-ene-2-carboxylic acid